[N+](=O)([O-])C1=CC2=CNN=C2C=C1O 5-Nitro-2H-indazol-6-ol